(4-(dimethylamino)phenyl)methyl chloride CN(C1=CC=C(C=C1)CCl)C